[Cl-].[Cl-].CC1=C(O[V+2])C(=CC=C1)C 2,6-dimethylphenoxyvanadium dichloride